CN(C1=NC(=NC(=C1)NC=1SC(=CN1)C=1OC(=NN1)C1=CC=CC=C1)NC1CCC(CC1)O)C (1R,4R)-4-((4-(dimethylamino)-6-((5-(5-phenyl-1,3,4-oxadiazol-2-yl)thiazol-2-yl)amino)pyrimidin-2-yl)amino)cyclohexan-1-ol